1,2-bis(4-fluorophenyl)-3-(p-toluenesulfonyl)propan-1-one FC1=CC=C(C=C1)C(C(CS(=O)(=O)C1=CC=C(C)C=C1)C1=CC=C(C=C1)F)=O